methyl-4-[(1-methylcyclopropyl)amino]-N-[(1-methylcyclopropyl)methyl]furo[2,3-d]pyrimidine-5-carboxamide CC=1N=C(C2=C(N1)OC=C2C(=O)NCC2(CC2)C)NC2(CC2)C